3-benzyloxy-2-bromo-5-fluoro-N-(4-fluoro-3-methyl-phenyl)aniline C(C1=CC=CC=C1)OC=1C(=C(NC2=CC(=C(C=C2)F)C)C=C(C1)F)Br